S1C2=C(C(=C1)C=1C=C(C=CC1)[C@H](C(=O)N1CC3=C(CCC1)N=C(NC3=O)C3(CC3)C=3SC=C(C3)C3CCCCC3)O)C=CC=C2 (R)-6-(2-(3-(benzo[b]thiophen-3-yl)phenyl)-2-hydroxyacetyl)-2-(1-(4-cyclohexylthiophen-2-yl)cyclopropyl)-3,5,6,7,8,9-hexahydro-4H-pyrimido[5,4-c]azepin-4-one